BrC=1C=CC=2N(C1)C=C(N2)NC(CN2CCNCC2)=O N-(6-bromoimidazo[1,2-a]pyridin-2-yl)-2-(piperazin-1-yl)acetamide